4-[4-(4-pyridyl)-benzyl]-pyrrolo[1,2-b]pyridazine-2-carboxamide N1=CC=C(C=C1)C1=CC=C(CC=2C=3N(N=C(C2)C(=O)N)C=CC3)C=C1